N[C@@H]1CN(CC1)C(=O)C=1SC(=CC1C)C=1C=C2CCNCC2=CC1 (S)-(3-aminopyrrolidin-1-yl)(3-methyl-5-(1,2,3,4-tetrahydroisoquinolin-6-yl)thiophen-2-yl)methanone